Ethyl 12-chloro-9-(2-fluorophenyl)-5-methyl-2,3,8-triazatricyclo[8.4.0.02,6]tetradeca-1(10),3,5,8,11,13-hexaene-4-carboxylate ClC1=CC=2C(=NCC3=C(C(=NN3C2C=C1)C(=O)OCC)C)C1=C(C=CC=C1)F